FC=1C=C(C=CC1)C1N(C(C2=CC=CC=C2C1)=O)C1=CC=CC=C1 3-(3-fluorophenyl)-2-phenyl-3,4-dihydroisoquinolin-1(2H)-one